NCC[C@@H]1CN(CCC1)C(=O)OC(C)(C)C |r| racemic-3-(2-Aminoethyl)-1-boc-piperidine